vinylidene fluoride tellurate [Te](=O)(=O)(O)O.C(=C)(F)F